(2E)-hexadecenal CCCCCCCCCCCCC/C=C/C=O